C(CCCCCCCCCCC)OC(CCCCCCCCCCCCCCC)=O Laurylpalmitat